5-(((5-fluoro-2,3-dihydrobenzofuran-4-yl)methyl)amino)-8-(2-methylpyridin-3-yl)imidazo[1,2-c]pyrimidine-2-carbonitrile FC=1C=CC2=C(CCO2)C1CNC1=NC=C(C=2N1C=C(N2)C#N)C=2C(=NC=CC2)C